O[C@](CCC=1C(C(=C(C(C1C)=O)C)C)=O)(COCCC[Si](C)(C)C)C (R)-2-(3-hydroxy-3-methyl-4-(3-(trimethylsilyl)propoxy)butyl)-3,5,6-trimethylcyclohexa-2,5-diene-1,4-dione